IC1=CC=C(C(=O)OC=2C=CC(=C(C(=O)OCCCC)C2)OC(C2=CC=C(C=C2)C#CC2=CC=C(C=C2)OCCCOC(C=C)=O)=O)C=C1 butyl 5-(4-iodobenzoyl)oxy-2-[4-[2-[4-(3-prop-2-enoyloxypropoxy)phenyl]ethynyl]benzoyl]oxy-benzoate